4-{[3-methoxy-4-(2-methyl-2H-1,2,3-triazol-4-yl)pyridin-2-yl]amino}-N-(2H3)methyl-6-[(1S,2S)-2-methylcyclopropaneamido]pyridazine-3-carboxamide COC=1C(=NC=CC1C1=NN(N=C1)C)NC1=C(N=NC(=C1)NC(=O)[C@@H]1[C@H](C1)C)C(=O)NC([2H])([2H])[2H]